C1(=CC=CC=C1)C1=NC2=CC=C(C=C2C=C1C1=CC=CC=C1)NC(C(CCCC)(F)F)=O N-(2,3-diphenyl-quinolin-6-yl)-2,2-difluoro-hexanamide